3-(Dimethylamino)propyl 6-chloro-1-(6-methoxy-3,4-dihydro-2H-benzo[b][1,4]thiazin-7-yl)-1H-pyrazolo[4,3-c]pyridine-3-carboxylate ClC1=CC2=C(C=N1)C(=NN2C=2C(=CC1=C(SCCN1)C2)OC)C(=O)OCCCN(C)C